N[C@H](C(=O)NCCOCCOCCOCCOCCOCCN=[N+]=[N-])CC=1N=CN(C1)C(C1=CC=CC=C1)(C1=CC=CC=C1)C1=CC=CC=C1 (S)-2-amino-N-(17-azido-3,6,9,12,15-pentaoxaheptadecyl)-3-(1-trityl-1H-imidazol-4-yl)propanamide